3-[[6-[4-(4-piperidyl)-1-piperidyl]-3-pyridyl]amino]piperidine-2,6-dione hydrochloride Cl.N1CCC(CC1)C1CCN(CC1)C1=CC=C(C=N1)NC1C(NC(CC1)=O)=O